BrC=1C=C(C=CC1)SC=1C=NC=CC1C(NO)=N 3-[(3-bromophenyl)sulfanyl]-N-hydroxypyridine-4-carboximidamide